6,8-difluorochroman-4-one FC=1C=C2C(CCOC2=C(C1)F)=O